NC1CCC(CC1)CN1CCN(CC1)C1=CC(=C(C=C1F)C1C(NC(CC1)=O)=O)Cl 3-[4-[4-[(4-Aminocyclohexyl)methyl]piperazin-1-yl]-2-chloro-5-fluoro-phenyl]piperidine-2,6-dione